FC(COC1=C(C=CC=C1)C=1C(C(=CN(N1)CC(F)F)C(=O)NC1=CC=C(C=C1)C(C)(C)O)=O)F 6-[2-(2,2-difluoroethoxy)phenyl]-2-(2,2-difluoroethyl)-N-[4-(2-hydroxypropan-2-yl)phenyl]-5-oxo-2,5-dihydropyridazine-4-carboxamide